(3aR,9bS)-2-Benzyl-1,2,3,3a,4,9b-hexahydrochromeno[3,4-c]pyrrole C(C1=CC=CC=C1)N1C[C@H]2[C@H](C1)C=1C=CC=CC1OC2